3-(3-(4,4,5,5-tetramethyl-1,3,2-dioxaborolan-2-yl)phenyl)propanenitrile CC1(OB(OC1(C)C)C=1C=C(C=CC1)CCC#N)C